2-((6-((1-(2-((tert-butyldimethylsilyl)oxy)ethyl)-1H-pyrazol-4-yl)oxy)pyridazin-3-yl)amino)-6-(2,6-dichlorophenyl)-8-methylpyrido[2,3-d]pyrimidin-7(8H)-one [Si](C)(C)(C(C)(C)C)OCCN1N=CC(=C1)OC1=CC=C(N=N1)NC=1N=CC2=C(N1)N(C(C(=C2)C2=C(C=CC=C2Cl)Cl)=O)C